tert-butyl (3-(4-(2-(4-((4-carbamoyloxazol-2-yl)methoxy)phenyl)propan-2-yl)phenoxy)propyl)carbamate C(N)(=O)C=1N=C(OC1)COC1=CC=C(C=C1)C(C)(C)C1=CC=C(OCCCNC(OC(C)(C)C)=O)C=C1